FC1=CN(C=2N=C(N=C(C21)O)C2=CC(CC2)O)C 5-fluoro-2-(3-hydroxycyclopent-1-en-1-yl)-7-methyl-7H-pyrrolo[2,3-d]pyrimidin-4-ol